N-{(4aR,6R)-5,5-difluoro-2-[6-fluoro-4-(2,4,6-trifluorophenyl)-1,2-benzoxazol-3-yl]-1-oxooctahydropyrrolo[1,2-c]pyrimidin-6-yl}-1-fluoromethanesulfonamide FC1([C@@H](CN2C(N(CC[C@@H]21)C2=NOC1=C2C(=CC(=C1)F)C1=C(C=C(C=C1F)F)F)=O)NS(=O)(=O)CF)F